N-(4-(2-aminoethyl)phenyl)-5,6,7,8-tetrahydroisoquinolin-5-amine NCCC1=CC=C(C=C1)NC1C=2C=CN=CC2CCC1